4-benzyl-5-(hydroxymethyl)-2-phenyl-2,4-dihydro-3H-1,2,4-triazol-3-one C(C1=CC=CC=C1)N1C(N(N=C1CO)C1=CC=CC=C1)=O